Diisopropyl-aminosilane C(C)(C)[SiH](N)C(C)C